N1(C=NC=C1)C1C(=C(C(CC1)(C)C)/C=C/C(=C/C=C/C(=C\C(=O)NC1=C(C=CC=C1)O)/C)/C)C (2Z,4E,6E,8E)-9-(3-(1H-imidazol-1-yl)-2,6,6-trimethylcyclohex-1-en-1-yl)-N-(2-hydroxyphenyl)-3,7-dimethylnona-2,4,6,8-tetraenamide